((S)-1-(((S)-1-cyano-2-((S)-2-oxopyrrolidin-3-yl)ethyl)amino)-3-cyclohexyl-1-oxopropan-2-yl)carbamic acid-2-(3-chlorobenzyl)cyclopentyl ester ClC=1C=C(CC2C(CCC2)OC(N[C@H](C(=O)N[C@@H](C[C@H]2C(NCC2)=O)C#N)CC2CCCCC2)=O)C=CC1